BrC=1C=C2C(=NC1)N(N=C2C(=O)C=2C(=C(C(=CC2)F)NS(=O)(=O)C)F)C2OCCCC2 N-[3-[5-bromo-1-(oxan-2-yl)pyrazolo[3,4-b]pyridine-3-carbonyl]-2,6-difluorophenyl]methanesulfonamide